CC1(CC[C@H](CO1)N)C |r| (±)-6,6-dimethyltetrahydropyran-3-amine